C1(=CC=CC=C1)S(=O)(=O)N cis-benzenesulphonamide